ClC1=C(CNC(=O)[C@]2(C=3C=CC=NC3[C@]3(CC2)OC3)F)C(=CC(=C1)Cl)F (2S,5'S)-N-(2,4-dichloro-6-fluoro-benzyl)-5'-fluoro-6',7'-dihydro-5'H-spiro[oxirane-2,8'-quinoline]-5'-carboxamide